5-bromo-3-isopropyl-2-methyl-2H-pyrazolo[4,3-b]Pyridine BrC=1C=CC=2C(N1)=C(N(N2)C)C(C)C